7-((4,4-bis(((Z)-oct-5-en-1-yl)oxy)butanoyl)oxy)-4-((4-(pyrrolidin-1-yl)butanoyl)oxy)heptyl ((Z)-non-2-en-1-yl) succinate C(CCC(=O)OC\C=C/CCCCCC)(=O)OCCCC(CCCOC(CCC(OCCCC\C=C/CC)OCCCC\C=C/CC)=O)OC(CCCN1CCCC1)=O